2,4-dichloro-5-isopropyl-5H-pyrrolo[3,2-d]pyrimidine ClC=1N=C(C2=C(N1)C=CN2C(C)C)Cl